FC(OC1CCC(CC1)N)F 4-(difluoromethoxy)cyclohexan-1-amine